NCCCCCC(=O)C1=NC(=NC(=N1)C(CCCCCN)=O)C(CCCCCN)=O 2,4,6-tris(amino-caproyl)-1,3,5-triazine